C(C)(=O)C1=CC=C2C(=N1)NC(=C2)C2=NC1=C(N2C)C(=CC(=C1)C(=O)OC)OC methyl 2-(6-acetyl-1H-pyrrolo[2,3-b]pyridin-2-yl)-7-methoxy-1-methyl-1H-benzo[d]imidazole-5-carboxylate